4-((1H-benzo[d]imidazol-2(3H)-ylidene)amino)-N-(4-((1H-benzo[d]imidazol-2(3H)-ylidene)amino)phenyl)benzamide N1C(NC2=C1C=CC=C2)=NC2=CC=C(C(=O)NC1=CC=C(C=C1)N=C1NC3=C(N1)C=CC=C3)C=C2